methyl 2-methylbutanoate CC(C(=O)OC)CC